tert-butyl (R)-4-((6-(4-methyloxazol-2-yl)pyrazolo[1,5-a]pyrazin-4-yl)oxy)azepane-1-carboxylate CC=1N=C(OC1)C=1N=C(C=2N(C1)N=CC2)O[C@H]2CCN(CCC2)C(=O)OC(C)(C)C